C(C1=CC=CC=C1)NC(=O)C=1N(C(N2C1CN(CC2)C(C2=CC(=C(C=C2)Br)Cl)=O)=O)C2=CC=C(C=C2)N2N=CN=C2 N-benzyl-7-(4-bromo-3-chloro-benzoyl)-3-oxo-2-[4-(1,2,4-triazol-1-yl)phenyl]-6,8-dihydro-5H-imidazo[1,5-a]pyrazine-1-carboxamide